COC1=C(C=CC=C1C(F)(F)F)[C@H]1[C@@H](O[C@@]([C@H]1C)(C(F)(F)F)C)C(=O)NC1=CC(=NC=C1)C(=O)N (2R,3S,4S,5S)-4-[[3-[2-methoxy-3-(trifluoromethyl)phenyl]-4,5-dimethyl-5-(trifluoromethyl)tetrahydrofuran-2-carbonyl]amino]pyridine-2-carboxamide